(R or S)-tert-butyl 4-(6-(6-(2,2-difluorocyclopropyl)picolinamido)-8-fluoro-7-(2-hydroxypropan-2-yl)imidazo[1,2-a]pyridin-2-yl)piperidine-1-carboxylate FC1([C@H](C1)C1=CC=CC(=N1)C(=O)NC=1C(=C(C=2N(C1)C=C(N2)C2CCN(CC2)C(=O)OC(C)(C)C)F)C(C)(C)O)F |o1:2|